CC(=C(C)C1=CC=C(C=C1)C1=CC=CC=C1)C 4-(3-methylbut-2-en-2-yl)-1,1'-biphenyl